F[C@H]1[C@H]2CC(C[C@@H](C[C@@H]1N(C=1N=NC(=CN1)C1=C(C=C(C=C1)N1C=NC=C1)O)C)N2)C 2-(3-(((1R,2S,3S,5S)-2-fluoro-7-methyl-9-azabicyclo[3.3.1]nonan-3-yl)(methyl)amino)-1,2,4-triazin-6-yl)-5-(1H-imidazol-1-yl)phenol